FC(C(CC[C@H](C(CI)=O)NC(OC(C)(C)C)=O)(C)C)(F)F tert-Butyl (R)-(7,7,7-trifluoro-1-iodo-6,6-dimethyl-2-oxoheptan-3-yl)carbamate